3-phenylsulfonylthiotetrahydrothiophene-1,1-dioxide C1(=CC=CC=C1)S(=O)(=O)SC1CS(CC1)(=O)=O